(benzyloxy)-5-fluoro-1H-indole-2-carboxylic acid C(C1=CC=CC=C1)ON1C(=CC2=CC(=CC=C12)F)C(=O)O